C(C)(C)(C)OC(NC1=C(C(=C(C=C1)F)NC(C1=C(C=CC(=C1)NC(=O)[C@@H]1C([C@H]1C1=CC(=C(C=C1)F)Cl)(Cl)Cl)Cl)=O)F)=O (3-(2-chloro-5-((1R,3R)-2,2-dichloro-3-(3-chloro-4-fluorophenyl)cyclopropane-1-carboxamido)benzamido)-2,4-difluorophenyl)carbamic acid tert-butyl ester